diethylammonia C(C)NCC